2,2,2-trifluoroacetic acid Tert-butyl-2-(2-acetamidoethyl)morpholine-4-carboxylate C(C)(C)(C)OC(=O)N1CC(OCC1)CCNC(C)=O.FC(C(=O)O)(F)F